CN(CC[C@@H](C(NCCO)=O)NC(=O)C1=C(C=C2C=NN(C2=C1)CC(C)C)OC1=C(C=C(C=C1)F)F)C (S)-5-(2,4-difluorophenoxy)-1-isobutyl-1H-indazole-6-carboxylic acid [3-dimethylamino-1-(2-hydroxyethylcarbamoyl)propyl] amide